N-(3-(7-cyano-3-(2,6-dioxopiperidin-3-yl)benzofuran-5-yl)prop-2-yn-1-yl)-5-(8-(7-isopropyl-1,3-dimethyl-2-oxo-2,3-dihydro-1H-benzo[d]imidazol-5-yl)isoquinolin-3-yl)picolinamide C(#N)C1=CC(=CC=2C(=COC21)C2C(NC(CC2)=O)=O)C#CCNC(C2=NC=C(C=C2)C=2N=CC1=C(C=CC=C1C2)C2=CC1=C(N(C(N1C)=O)C)C(=C2)C(C)C)=O